C(C)(C)(C)OC(=O)N[C@@H](CC(=O)OCC)C=1C=C(C=C(C1F)C)C1=C(C=C(C=C1C)C(C)(C)O)OCC1=CC(=C(C=C1)OC)OC ethyl (3S)-3-[(tert-butoxycarbonyl)amino]-3-{2'-[(3,4-dimethoxyphenyl)methoxy]-4-fluoro-4'-(2-hydroxypropan-2-yl)-5,6'-dimethyl-[1,1'-biphenyl]-3-yl}propanoate